methyl N-(isopropoxycarbonyl)-L-valyl-(3RS)-3-(4-chlorophenyl)-β-alaninate C(C)(C)OC(=O)N[C@@H](C(C)C)C(=O)N[C@H](CC(=O)OC)C1=CC=C(C=C1)Cl |&1:14|